2-Amino-5-fluoro-4-[5-fluoro-1-[3-(3-hydroxypropyl)-3,8-diazabicyclo[3.2.1]octan-8-yl]-7,9-dihydrofuro[3,4-f]quinazolin-6-yl]benzothiophene-3-carbonitrile NC=1SC2=C(C1C#N)C(=C(C=C2)F)C=2C1=C(C=3C(=NC=NC3C2F)N2C3CN(CC2CC3)CCCO)COC1